Methyl 6-[5-[5-bromo-2-[4-(hydroxymethyl)cyclohexyl]indazol-6-yl]oxypentoxy]pyridine-2-carboxylate BrC1=CC2=CN(N=C2C=C1OCCCCCOC1=CC=CC(=N1)C(=O)OC)C1CCC(CC1)CO